C(#N)C1=CC(=C(COC=2C=C(C=CC2)C2=CC(=CC=C2)F)C=C1)F 3'-((4-cyano-2-fluorobenzyl)oxy)-3-fluoro-[1,1'-biphenyl]